C(C)(C)(C)OC(=O)N\C(\C(=O)OC)=C/C1=C2C=CN=CC2=C(C=C1)C1=C(C=CC=C1OC)OC methyl (Z)-2-((tert-butoxycarbonyl)amino)-3-(8-(2,6-dimethoxyphenyl) isoquinolin-5-yl)acrylate